N12CCN(C(CC1)CC2)C(=O)N2N=C(C1=C2COCC1)C=1C=NC(=CC1C)F (R,S) or (S,R)-1,4-diaza-bicyclo[3.2.2]nonan-4-yl-[3-(6-fluoro-4-methyl-3-pyridyl)-5,7-dihydro-4H-pyrano[3,4-c]pyrazol-1-yl]methanone